BrC=1C(=NC=CC1)CC1NC(C2=CC=CC=C12)=O 3-[(3-bromo-2-pyridyl)methyl]isoindolin-1-one